4-oxo-4,5,6,7-tetrahydro-1-benzofuran-3-carboxylic acid O=C1CCCC2=C1C(=CO2)C(=O)O